2-(4-(1,1-bis(4-(2,3-epoxypropoxy)phenyl)ethyl)phenyl)propane C(C1CO1)OC1=CC=C(C=C1)C(C)(C1=CC=C(C=C1)OCC1CO1)C1=CC=C(C=C1)C(C)C